4-(6-bromoimidazo[1,2-a]pyridin-3-yl)-N-(5-(4-methylpiperazin-1-yl)pyridin-2-yl)pyrimidin-2-amine BrC=1C=CC=2N(C1)C(=CN2)C2=NC(=NC=C2)NC2=NC=C(C=C2)N2CCN(CC2)C